tert-butyl 9-((1-(3-(2,6-dioxopiperidin-3-yl)-7-fluoro-1-methyl-1H-indazol-6-yl)piperidin-4-yl)methyl)-3,9-diazaspiro[5.5]undecane-3-carboxylate O=C1NC(CCC1C1=NN(C2=C(C(=CC=C12)N1CCC(CC1)CN1CCC2(CCN(CC2)C(=O)OC(C)(C)C)CC1)F)C)=O